1-(6-(1,1-dioxido-4-oxo-1,2,5-thiadiazolidin-2-yl)-5-fluoro-7-hydroxynaphthalen-2-yl)-3-(4-(1-(2,6-dioxopiperidin-3-yl)-3-methyl-2-oxo-2,3-dihydro-1H-benzo[d]imidazol-5-yl)phenyl)urea O=S1(N(CC(N1)=O)C=1C(=C2C=CC(=CC2=CC1O)NC(=O)NC1=CC=C(C=C1)C1=CC2=C(N(C(N2C)=O)C2C(NC(CC2)=O)=O)C=C1)F)=O